FC=1C=CC(=C(C1)CC(=O)OC(C)(C)C)NC(C1=NC(=C(C=C1)N1CCCCC1)NC(=O)C1=NN(C2=CC=CC=C12)CC(F)(F)F)=O tert-butyl 2-(5-fluoro-2-(5-(piperidin-1-yl)-6-(1-(2,2,2-trifluoroethyl)-1H-indazole-3-carboxamido)picolinamido)phenyl)acetate